N-((4-chlorophenyl)sulfonyl)-N-phenylmethylacrylamide ClC1=CC=C(C=C1)S(=O)(=O)N(C(C=C)=O)CC1=CC=CC=C1